C(C)(C)(C)N(S(=O)(=O)C1=CC=2N(C(=C1)N1[C@@H]3CN(C[C@H]1CC3)C(C3=C(C=C(C=C3)F)Cl)=O)C=NC2)C([2H])([2H])[2H] N-tert-butyl-5-[(1S,5R)-3-(2-chloro-4-fluoro-benzoyl)-3,8-diazabicyclo[3.2.1]octan-8-yl]-N-(trideuteriomethyl)imidazo[1,5-a]pyridine-7-sulfonamide